2-BUTYL-PYRIMIDINE-5-CARBALDEHYDE C(CCC)C1=NC=C(C=N1)C=O